O[C@@H](COC[C@@H]1N(CC2=CC=CC=C12)C1=C(C(NN=C1)=O)C(F)(F)F)C(N1CCN(CC1)C1=NC=C(C=N1)C(F)(F)F)=O 5-((R)-1-(((S)-2-hydroxy-3-oxo-3-(4-(5-(trifluoromethyl)pyrimidin-2-yl)piperazin-1-yl)propoxy)methyl)isoindolin-2-yl)-4-(trifluoromethyl)pyridazin-3(2H)-one